COC1=C(C(=NC(N1[C@]1(C[C@H](O)[C@@H](CO)O1)C(C1=CC=CC=C1)(C1=CC=CC=C1)C1=CC=CC=C1)=O)NCC)OC Dimethoxytrityl-N4-ethyl-2'-deoxycytidine